C(C1=CC=CC=C1)N1C2C(NCC1CC2)C(C(F)F)OC2=NC(=C(C=1N=C(NC(C12)=O)SC)F)Cl 5-(1-(8-Benzyl-3,8-diazabicyclo[3.2.1]octan-2-yl)-2,2-difluoroethoxy)-7-chloro-8-fluoro-2-(methylthio)pyrido[4,3-d]pyrimidin-4(3H)-one